methyl 2-methylbutyrate 2,2-difluoroethyl-acetate FC(COC(C)=O)F.CC(C(=O)OC)CC